C(C1=CC=CC=C1)N1N=NC(=C1C)C(=O)OCC ethyl 1-benzyl-5-methyl-1H-1,2,3-triazole-4-carboxylate